C(C)(C)(C)S(=O)N(C1(COC1)C1=CC=C(C=C1)C(C(=O)OCC=C)CC)COCC[Si](C)(C)C (±)-allyl 2-[4-[3-[tert-butylsulfinyl(2-trimethylsilylethoxymethyl)amino]oxetan-3-yl]-phenyl]butanoate